NC1=C(C=C(C=N1)NC(C(=O)N1[C@H](CC[C@@H](C1)C)C=1C=CC2=C(N=C(S2)CCOC)C1)=O)CC N-(6-amino-5-ethyl-3-pyridyl)-2-[(2R,5S)-2-[2-(2-methoxyethyl)-1,3-benzothiazol-5-yl]-5-methyl-1-piperidyl]-2-oxo-acetamide